BrC1=CC(=C(C=C1)\C(\C)=N\NC(C)=O)O N'-[(1E)-1-(4-bromo-2-hydroxyphenyl)ethylidene]acetohydrazide